(S)-2-((4-(6-(imidazo[1,2-a]pyridin-7-ylmethoxy)pyridin-2-yl)piperidin-1-yl)methyl)-1-(oxetine-2-ylmethyl)-1H-benzo[d]imidazole-6-carboxylic acid N=1C=CN2C1C=C(C=C2)COC2=CC=CC(=N2)C2CCN(CC2)CC2=NC1=C(N2CC=2OCC2)C=C(C=C1)C(=O)O